RACEMIC-(2-isopropyl-5-methylcyclohexanone) C(C)(C)C1C(CC(CC1)C)=O